ethyl (Z)-2-hydroxy-4-oxo-4-(quinolin-4-yl)but-2-enoate O\C(\C(=O)OCC)=C/C(C1=CC=NC2=CC=CC=C12)=O